CN1C=C(N=CC1=O)S(=O)(=O)Cl 4-methyl-5-oxo-4,5-dihydropyrazine-2-sulfonyl chloride